N-(4-fluorobenzyl)-N-(1-methylpiperidine-4-yl)-N'-(4-(2-methylpropyloxy)-phenylmethyl)urea FC1=CC=C(CN(C(=O)NCC2=CC=C(C=C2)OCC(C)C)C2CCN(CC2)C)C=C1